8-iodo-[1,2,4]triazolo[4,3-b]pyridazine IC=1C=2N(N=CC1)C=NN2